C(=O)OC1=C(C=C(C=C1)C=CC)O 2-hydroxy-4-(1-propenyl)phenol formate